tert-Butyl 4-((3-(((4,6-dimethyl-2-oxo-1,2-dihydropyridin-3-yl)methyl)carbamoyl)-5-(ethyl(tetrahydro-2H-pyran-4-yl)amino)-4-methylphenyl)ethynyl)piperidine-1-carboxylate CC1=C(C(NC(=C1)C)=O)CNC(=O)C=1C=C(C=C(C1C)N(C1CCOCC1)CC)C#CC1CCN(CC1)C(=O)OC(C)(C)C